COC(=O)[C@@H]1CN(CC[C@H]1N)C1=C(C=NC2=CC=C(C=C12)C1=C(C(=CC=C1)C#N)O)C1=CC(=CC(=C1)F)F (trans)-4-amino-1-[6-(3-cyano-2-hydroxyphenyl)-3-(3,5-difluorophenyl)quinolin-4-yl]piperidine-3-carboxylic acid methyl ester